2-Fluoro-3-(1-methyl-6-(4-(methylsulfonyl)piperazin-1-yl)-1H-indazol-3-yl)-5-(trifluoromethyl)phenol FC1=C(C=C(C=C1C1=NN(C2=CC(=CC=C12)N1CCN(CC1)S(=O)(=O)C)C)C(F)(F)F)O